tert-butyl (rac-(1R,2S,4R,5S)-5-(5-(cis-3-(trifluoromethoxy)cyclobutyl)-1,3,4-oxadiazol-2-yl)-7-oxabicyclo[2.2.1]heptan-2-yl)carbamate FC(O[C@H]1C[C@H](C1)C1=NN=C(O1)[C@@H]1[C@H]2C[C@@H]([C@@H](C1)O2)NC(OC(C)(C)C)=O)(F)F |&1:12,13,15,16|